CC1(/C(/N2CCCC3=CC=CC1=C23)=C\C=C/2\C(C3=CC=CC=C3C2=O)=C(C#N)C#N)C 2-((Z)-2-((E)-2-(1,1-dimethyl-5,6-dihydro-4H-pyrrolo[3,2,1-ij]quinoline-2(1H)-yliden)ethyliden)-3-oxo-2,3-dihydro-1H-inden-1-yliden)malononitril